naphthoquinone-2-sulfonic acid sodium salt [Na+].C1(C(=CC(C2=CC=CC=C12)=O)S(=O)(=O)[O-])=O